BrC1=CN=C2N1C=C(C=C2)N([C@H]2CN(CCC2)C(=O)OC(C)(C)C)C(=O)OC(C)(C)C tert-butyl (R)-3-((3-bromoimidazo[1,2-a]pyridin-6-yl) (tert-butoxycarbonyl)amino)piperidin-1-formate